C(N)(=O)C1=C(C(=CC(=C1)Cl)C)NC(=O)C=1N(N=C(C1)CSC)C1=NC=CC=C1Cl N-(2-carbamoyl-4-chloro-6-methyl-phenyl)-2-(3-chloro-2-pyridinyl)-5-(methylsulfanyl-methyl)pyrazole-3-carboxamide